N,N-dimethyl-2-(10H-phenoxazin-10-yl)ethane-1-amine CN(CCN1C2=CC=CC=C2OC=2C=CC=CC12)C